2,4-diazido-6-(3-triethoxysilylpropyl)amino-1,3,5-triazine N(=[N+]=[N-])C1=NC(=NC(=N1)N=[N+]=[N-])NCCC[Si](OCC)(OCC)OCC